(S)-5-[[6-[3-(Difluoromethyl)-4-fluoro-phenyl]pyrazolo[4,3-b]pyridin-1-yl]methyl]oxazolidin-2-one FC(C=1C=C(C=CC1F)C=1C=C2C(=NC1)C=NN2C[C@@H]2CNC(O2)=O)F